3-(dispiro[2.0.2.1]heptane-7-ylmethoxy)-1H-pyrazole C1CC12C1(CC1)C2COC2=NNC=C2